N-((R)-3-cyclohexyl-1-(((R)-4-hydroxy-3-oxo-1-((S)-2-oxopyrrolidin-3-yl)butan-2-yl)amino)-1-oxopropan-2-yl)-9-(2,2,2-trifluoroacetamido)-9H-fluorene-9-carboxamide C1(CCCCC1)C[C@H](C(=O)N[C@H](C[C@H]1C(NCC1)=O)C(CO)=O)NC(=O)C1(C2=CC=CC=C2C=2C=CC=CC12)NC(C(F)(F)F)=O